C(=C(C)C)OCCC[Si](OC)(OC)OC 3-(isobutenyloxy)propyltrimethoxysilane